(R)-(1-(3-cyano-2-methoxyphenyl)ethyl)carbamic acid tert-butyl ester C(C)(C)(C)OC(N[C@H](C)C1=C(C(=CC=C1)C#N)OC)=O